benzoquinolinyl-benzothiophene tert-butyl-4-[7-(1-methyl-1H-pyrazol-4-yl)imidazo[1,2-a]pyridin-3-yl]piperazine-1-carboxylate C(C)(C)(C)OC(=O)N1CCN(CC1)C1=CN=C2N1C=CC(=C2)C=2C=NN(C2)C.N2=C(C=CC1=CC=C3C(=C21)C=CC=C3)C=3SC2=C(C3)C=CC=C2